BrC1=CC(=C(C=C1)S(=O)(=O)N1[C@@H](CCC1)C(=O)OC)[N+](=O)[O-] methyl ((4-bromo-2-nitrophenyl)sulfonyl)prolinate